BrC1=CC=C(C=C1)C=1N(C(=CN1)C(F)(F)F)CC1=C(C=CC=C1)O 2-((2-(4-bromophenyl)-5-(trifluoromethyl)-1H-imidazol-1-yl)methyl)phenol